2-(3-(2-(4-morpholinophenyl-amino)pyrimidin-4-yl)phenylamino)acetonitrile O1CCN(CC1)C1=CC=C(C=C1)NC1=NC=CC(=N1)C=1C=C(C=CC1)NCC#N